4-(3-((4-(6-(cyclopropylmethoxy)-5-(pyrazolo[1,5-a]pyrimidine-3-carboxamido)-2H-indazol-2-yl)piperidin-1-yl)methyl)azetidin-1-yl)-3-methoxy-2-(methoxycarbonyl)benzoic acid C1(CC1)COC=1C(=CC2=CN(N=C2C1)C1CCN(CC1)CC1CN(C1)C1=C(C(=C(C(=O)O)C=C1)C(=O)OC)OC)NC(=O)C=1C=NN2C1N=CC=C2